CC(CNC(OC(C)(C)C)=O)(C)C1=C(C=CC(=C1)C(NCC(=O)NC=1SC=C(N1)C1=CC(=CC=C1)C1=NN(C=C1)C)=O)C tert-butyl (2-methyl-2-(2-methyl-5-((2-((4-(3-(1-methyl-1H-pyrazol-3-yl)phenyl)thiazol-2-yl)amino)-2-oxoethyl)carbamoyl)phenyl)propyl)carbamate